[Si](C1=CC=CC=C1)(C1=CC=CC=C1)(C(C)(C)C)OC[C@@H]1CO[C@@H](CN1)C(=O)NC(C)(C)C1=C(C(=C(C=C1)Cl)F)F (2S,5S)-5-(((tert-butyldiphenylsilyl)oxy)methyl)-N-(2-(4-chloro-2,3-difluorophenyl)propan-2-yl)morpholine-2-carboxamide